(3-bromo-4-fluorophenyl)-3-(4-nitro-1,2,5-oxadiazol-3-yl)-1,2,4-oxadiazol BrC=1C=C(C=CC1F)C1=NC(=NO1)C1=NON=C1[N+](=O)[O-]